5-(3-{5-[(R)-(1,3-Dimethyl-azetidin-3-yl)-hydroxy-(4-isopropyl-phenyl)-methyl]-pyridin-3-yl}-[1,2,4]oxadiazol-5-yl)-1-methyl-piperidin-2-one CN1CC(C1)(C)[C@@](C=1C=C(C=NC1)C1=NOC(=N1)C1CCC(N(C1)C)=O)(C1=CC=C(C=C1)C(C)C)O